[tetrahydrofuran-3-yloxy]-1,2-dihydroquinoline-3-carbonitrile O1CC(CC1)ON1CC(=CC2=CC=CC=C12)C#N